FC1=CC(=C(C=C1)C1=CC(=CC=C1)C=1OC2=C(N1)C=C(C=C2C(F)(F)F)CN)C2=NN=CN2C (2-(4'-fluoro-2'-(4-methyl-4H-1,2,4-triazol-3-yl)-[1,1'-biphenyl]-3-yl)-7-(trifluoromethyl)benzo[d]oxazol-5-yl)methylamine